(2r,3s,5s)-2-(dimethylamino)octadecane-3,5-diol CN([C@H](C)[C@H](C[C@H](CCCCCCCCCCCCC)O)O)C